3-[[5-(2,5-Difluoro-3-methyl-phenyl)-2-methoxy-3-pyridyl]methyl]oxazolidin-2-one FC1=C(C=C(C=C1C)F)C=1C=C(C(=NC1)OC)CN1C(OCC1)=O